FC1=C(C=C(C=C1)F)CC1=CN=C(S1)NC(=O)C1(CCOCC1)C N-[5-[(2,5-difluorophenyl)methyl]thiazol-2-yl]-4-methyl-tetrahydropyran-4-carboxamide